FC(C(=O)O)(F)F.FC=1C=C(C=C(C1)C=1C=NN(C1)C1COCC1)CN (3-Fluoro-5-(1-(tetrahydrofuran-3-yl)-1H-pyrazol-4-yl)phenyl)methanamine trifluoroacetate